N-[(2-amino-3-chloroquinolin-7-yl)methyl]-N-(2-methanesulfonylpyridin-3-yl)-1-(pyridin-3-yl)-1H-pyrazole-4-carboxamide NC1=NC2=CC(=CC=C2C=C1Cl)CN(C(=O)C=1C=NN(C1)C=1C=NC=CC1)C=1C(=NC=CC1)S(=O)(=O)C